CC1=CC=CC(=N1)C1=NNC=C1C=1N=C2C=C(C=NC2=CC1)CCC(=O)O 3-[6-[3-(6-methyl-2-pyridyl)-1H-pyrazol-4-yl]-1,5-naphthyridin-3-yl]propanoic acid